C(\C=C\C)N1C(C2=C(C(=C1)C=1C=C(C(=O)NCC(C)C)C=CC1OC)C=CN2)=O 3-[6-[(E)-but-2-enyl]-7-oxo-1H-pyrrolo[2,3-c]pyridin-4-yl]-N-isobutyl-4-methoxy-benzamide